CN1C=NC=2CNCC(C21)(C)C 1,7,7-trimethyl-4,5,6,7-tetrahydro-1H-imidazo[4,5-c]pyridine